tert-butyl 3,3-dimethyl-4-[[1-[6-[5-(1-methylcyclopropoxy)-2-(2-trimethylsilylethoxymethyl)indazol-3-yl]pyrimidin-4-yl]-4-piperidyl]methyl]piperazine-1-carboxylate CC1(CN(CCN1CC1CCN(CC1)C1=NC=NC(=C1)C=1N(N=C2C=CC(=CC12)OC1(CC1)C)COCC[Si](C)(C)C)C(=O)OC(C)(C)C)C